C1(CC1)C=1C=CC=2C3=C(C(N(C2N1)C=1C(=NC=CC1)C)=O)N=C(N3C)CC3=CC=C(C=C3)OC(F)F 7-Cyclopropyl-2-(4-(difluoromethoxy)benzyl)-1-methyl-5-(2-methylpyridin-3-yl)-1,5-dihydro-4H-Imidazo[4,5-c][1,8]naphthyridin-4-one